C1(CCC1)N1C2CC(CC1CC2)N2CCC(CC2)C2=CC(=C1C(=N2)N(C(=N1)C1=CC=C(C=C1)S(=O)(=O)C)C)C 5-(1-(8-cyclobutyl-8-azabicyclo[3.2.1]oct-3-yl)piperidin-4-yl)-3,7-dimethyl-2-(4-(methylsulfonyl)phenyl)-3H-imidazo[4,5-b]pyridine